FC(OC1=CC=C2C(=CC=NC2=C1)NCCC1=CC=C(C=C1)NS(=O)(=O)C)(F)F N-(4-(2-((7-(Trifluoromethoxy)chinolin-4-yl)amino)ethyl)phenyl)methansulfonamid